(R)-2-Aminopropan-1-ol N[C@@H](CO)C